Cl[Si](C1=C(C(=C(C(=C1[2H])[2H])[2H])[2H])[2H])(C1=C(C(=C(C(=C1[2H])[2H])[2H])[2H])[2H])C1=C(C(=C(C(=C1[2H])[2H])[2H])[2H])[2H] chlorotris(phenyl-d5)-silane